2-chloro-3-nitro-N-(tetrahydropyran-4-yl)pyridin-4-amine ClC1=NC=CC(=C1[N+](=O)[O-])NC1CCOCC1